6-(3,4-dichloro-phenyl)-pyrimidine-4-carboxylic acid ((S)-1-pyridin-4-yl-ethyl)-amide N1=CC=C(C=C1)[C@H](C)NC(=O)C1=NC=NC(=C1)C1=CC(=C(C=C1)Cl)Cl